1-(cyclopropylmethyl)-1,4-dihydro-5H-tetrazol-5-one C1(CC1)CN1N=NNC1=O